4-(9-ethyl-2-(3-phenyl-4,5-dihydro-1H-pyrazol-1-yl)-8-(pyridin-4-yl)-9H-purin-6-yl)morpholine C(C)N1C2=NC(=NC(=C2N=C1C1=CC=NC=C1)N1CCOCC1)N1N=C(CC1)C1=CC=CC=C1